8-({1-[amino(piperidin-4-yl)acetyl]azetidin-3-yl}oxy)-4,4-dihydroxy-5-oxa-4-boranuidabicyclo[4.4.0]deca-1(6),7,9-triene-7-carboxylic acid disodium salt [Na+].[Na+].NC(C(=O)N1CC(C1)OC1=C(C=2O[B-](CCC2C=C1)(O)O)C(=O)O)C1CCNCC1.NC(C(=O)N1CC(C1)OC1=C(C=2O[B-](CCC2C=C1)(O)O)C(=O)O)C1CCNCC1